ClC=1C=C(C=C(C1F)Cl)C1(CC(=NO1)N1CC=2C=NC(=CC2C1)C(=O)NCCCCC)C(F)(F)F 2-(5-(3,5-dichloro-4-fluorophenyl)-5-(trifluoromethyl)-4,5-dihydroisoxazol-3-yl)-N-pentyl-2,3-dihydro-1H-pyrrolo[3,4-c]pyridine-6-carboxamide